N1CC(C1)C=1C=CC(=NC1)N1C[C@H](CC1)C(F)(F)F 5-(azetidin-3-yl)-2-[(3S)-3-(trifluoromethyl)pyrrolidin-1-yl]pyridine